C1(=CC=C(C=C1)C1=C(COC2=CC=C(C=C2)CCC(=O)O)C=CC=C1)C 3-(4-((2-(p-tolyl)benzyl)oxy)phenyl)propionic acid